ethyl 4-aminochroman-2-carboxylate hydrochloride Cl.NC1CC(OC2=CC=CC=C12)C(=O)OCC